C(CCC)[C@@]1(CS(C2=C(N(C1)C1=CC=CC=C1)C=C(C(=C2)O\C=C/C(=O)O)SC)(=O)=O)CC (S)-(Z)-3-((3-butyl-3-ethyl-7-(methylsulfanyl)-1,1-dioxido-5-phenyl-2,3,4,5-tetrahydro-1,5-benzothiazepin-8-yl)oxy)acrylic acid